(2R,4S)-4-fluoro-N-(4-(1-methyl-1H-pyrazol-3-yl)phenyl)pyrrolidine-2-carboxamide F[C@H]1C[C@@H](NC1)C(=O)NC1=CC=C(C=C1)C1=NN(C=C1)C